C(C)OC1CCC(CC1)N1N=C(C(=C1)NC(=O)C=1N=C(SC1)C=1C=NNC1)C1=NC=CC=C1F N-(1-((1r,4r)-4-ethoxycyclohexyl)-3-(3-fluoropyridin-2-yl)-1H-pyrazol-4-yl)-2-(1H-pyrazol-4-yl)thiazole-4-carboxamide